6-bromo-2-methyl-[1,3]oxazolo[4,5-b]pyridine BrC=1C=C2C(=NC1)N=C(O2)C